(dimethoxymethyl)-2-iodo-3-methyl-benzene COC(OC)C1=C(C(=CC=C1)C)I